N1C=CC=2C1=NC=C(C2)NC(C2=CC=CC=C2)=O N-(1H-pyrrolo[2,3-b]pyridin-5-yl)benzamide